CC1CC(=CCN1C(=O)OC(C)(C)C)O[Si](C)(C)C tert-butyl 6-methyl-4-((trimethylsilyl) oxy)-5,6-dihydropyridine-1(2H)-carboxylate